N-((3S,5R)-5-cyano-1-(7-(8-ethynyl-3-hydroxynaphthalen-1-yl)-8-fluoro-2-((tetrahydro-1H-pyrrolizin-7a(5H)-yl)methoxy)pyrido[4,3-d]pyrimidin-4-yl)-5-methylazepan-3-yl)acrylamide C(#N)[C@]1(C[C@@H](CN(CC1)C=1C2=C(N=C(N1)OCC13CCCN3CCC1)C(=C(N=C2)C2=CC(=CC1=CC=CC(=C21)C#C)O)F)NC(C=C)=O)C